C(C1=CC=CC=C1)N1N=C(C=C1)C1=C(C=NC(=C1)C1=CC=C(C=C1)F)N 4-(1-benzyl-1H-pyrazol-3-yl)-6-(4-fluorophenyl)pyridin-3-amine